C(C)OC(=O)C1=C(NC(=C(C1C1CCCCC1)C(=O)OCC)C)C diethyl-4-cyclohexyl-2,6-dimethyl-1,4-dihydropyridine-3,5-dicarboxylate